OCCOCCNC(OC(C)(C)C)=O tert-butyl [2-(2-hydroxyethoxy)ethyl]carbamate